CC1=CC=C(C(=O)Cl)C=C1 4-methylbenzoyl chloride